COC(=O)C1=C(C=NC=C1)NC[C@@H]1CCOC2=C1C=CC(=C2)N(C)C2=CC(=C(C=C2)C)F 3-({[(4R)-7-[(3-fluoro-4-methylphenyl)(methyl)amino]-3,4-dihydro-2H-1-benzopyran-4-yl]methyl}amino)pyridine-4-carboxylic acid methyl ester